C(#N)C1=CC(=C(COC2=CC=CC(=N2)C=2CCN(CC2)CC=2N(C3=C(N2)SC(=C3)C(=O)O)C[C@H]3OCC3)C=C1)F (S)-2-((6-((4-cyano-2-fluorobenzyl)oxy)-3',6'-dihydro-[2,4'-bipyridin]-1'(2'H)-yl)methyl)-1-(oxetan-2-ylmethyl)-1H-thieno[2,3-d]imidazole-5-carboxylic acid